O1COC2=C1C=CC(=C2)C[C@H](C)N (S)-1-(benzo[d][1,3]dioxol-5-yl)propan-2-amine